NC1=CC=C(C=C1)N1C2=CC=CC=C2C=2C=CC=CC12 N-(4-aminophenyl)-carbazole